ClC=1N=C(C2=C(N1)N=C(C=C2OC)C)Cl 2,4-dichloro-5-methoxy-7-methylpyrido[2,3-d]pyrimidine